ClC1=CC=C(OCC=2C=C(C=CC2OC)/C=C/C(=O)C2=CC=C(C=C2)O)C=C1 (E)-3-[3-[(4-Chlorophenoxy)methyl]-4-methoxyphenyl]-1-(4-hydroxyphenyl)prop-2-en-1-one